4-(ethoxyvinyl-dimethyl-silyl)benzocyclobutene C(C)OC=C[Si](C1=C2C(CC2)=CC=C1)(C)C